FC1=C(C=CC=C1O)C(=O)N1CC2(C1)CC(C2)N2N=C(C(=C2)C(F)(F)F)C2=C(C=CC=C2)F (2-fluoro-3-hydroxyphenyl)(6-(3-(2-fluorophenyl)-4-(trifluoromethyl)-1H-pyrazol-1-yl)-2-azaspiro[3.3]heptan-2-yl)methanone